NC1=NC=2C(=CC=C1)SCC2 5-Aminothienoazepin